tert-butyl 4-ethoxy-4-(4-(4-(4-(trifluoromethyl)phenyl)piperidine-1-carbonyl)phenyl)piperidine-1-carboxylate C(C)OC1(CCN(CC1)C(=O)OC(C)(C)C)C1=CC=C(C=C1)C(=O)N1CCC(CC1)C1=CC=C(C=C1)C(F)(F)F